OCC1CCC(CC1)C=1SC2=C(N1)C=C(C(=C2)NC(C2=CC(=CC=C2)C(F)(F)F)=O)C(C)(C)O N-[2-[4-(hydroxymethyl)cyclohexyl]-5-(1-hydroxy-1-methyl-ethyl)-1,3-benzothiazol-6-yl]-3-(trifluoromethyl)benzamide